O=C1N(C(C(=C1SC1=CC=CC=C1)SC1=CC=CC=C1)=O)CCOCCOCCC(=O)N 3-(2-{2-[2,5-dioxo-3,4-bis(phenylsulfanyl)-2,5-dihydro-1H-pyrrol-1-yl]ethoxy}ethoxy)propanamide